2-(7-(4-chlorophenyl)-9-fluoro-2-methyl-3-oxo-2,3,5,7-tetrahydrobenzo[5,6]oxepino[4,3-c]pyridin-5-yl)-N-ethylacetamide ClC1=CC=C(C=C1)C1C2=C(C3=CN(C(C=C3C(O1)CC(=O)NCC)=O)C)C=CC(=C2)F